C(CCC)OCCOCCOCCCC diethylenglycol dibutyl ether